FC1=CC=C(C=C1)C1(OC(C2=C(O1)C(=C(C=C2CCCCC)O)C=2C=C(C=CC2)C)=O)CC(C)=O 2-(4-fluorophenyl)-7-hydroxy-2-(2-oxopropyl)-5-pentyl-8-(m-tolyl)-4H-benzo[d][1,3]dioxin-4-one